1-amino-4-(1-methyl-1H-pyrazol-4-yl)-1H-pyrrole-2-carboxylic acid methyl ester COC(=O)C=1N(C=C(C1)C=1C=NN(C1)C)N